C(#N)C(C(=O)NC=1C=CC=C2C(=CNC12)C1=CC(=NC(=C1)OC)NC(=O)C1CC1)=C(C)C N-(4-(7-(2-Cyano-3-methylbut-2-enamido)-1H-indol-3-yl)-6-methoxypyridin-2-yl)cyclopropancarboxamid